N,N-bis(4-methoxybenzyl)-6-(tributylstannyl)pyridin-2-amine COC1=CC=C(CN(C2=NC(=CC=C2)[Sn](CCCC)(CCCC)CCCC)CC2=CC=C(C=C2)OC)C=C1